OC[C@@H]1C(CCC1)=O (R)-2-hydroxymethyl-cyclopentanone